OC1=CC=CC=C1 2-hydroxylbenzol